N-(1-(4-chlorophenyl)-2,2,2-trifluoroethyl)-N-methyl-4-oxa-7-azaspiro[2.5]octane-7-sulfonamide ClC1=CC=C(C=C1)C(C(F)(F)F)N(S(=O)(=O)N1CCOC2(CC2)C1)C